ethyl 6-chloro-7-(3,5-dimethylisoxazol-4-yl)-3,4-dihydro-2H-benzo[b][1,4]oxazine-2-carboxylate ClC1=CC2=C(OC(CN2)C(=O)OCC)C=C1C=1C(=NOC1C)C